C1(CCCC1)C(C(=O)NCC=1C=C2CN(C(C2=CC1)=O)C1C(NC(CC1)=O)=O)(F)F 2-cyclopentyl-N-((2-(2,6-dioxopiperidin-3-yl)-1-oxoisoindol-5-yl)methyl)-2,2-difluoroacetamide